C(C(=O)O)(=O)O.O[C@@]1(C([C@@](CCC1)(C1=CC=C(C=C1)C(F)(F)F)NC)=O)C (2S,6R)-2-hydroxy-2-methyl-6-methylamino-6-(4-(trifluoromethyl)phenyl)cyclohexan-1-one oxalate